C(C)(C)(C)OC(=O)N1CCC(CC1)C1=CC=CC(=N1)OCC1=C(C=C(C(=O)O)C=C1)F 4-(((6-(1-(tert-butoxycarbonyl)piperidin-4-yl)pyridine-2-yl)oxy)methyl)-3-fluorobenzoic acid